Naphthalene-2-yl-methanol C1=C(C=CC2=CC=CC=C12)CO